4-([[1-methyl-5-(pyridin-2-yl)pyrazolo[4,3-d]pyrimidin-7-yl]amino]methyl)-phenylboronic acid CN1N=CC=2N=C(N=C(C21)NCC2=CC=C(C=C2)B(O)O)C2=NC=CC=C2